C(C)(=O)OC=1C=C2C(=C(N(C2=CC1Br)C)CSC1=CC=C(C=C1)C)C(=O)OCC ethyl 5-acetoxy-6-bromo-1-methyl-2-[(p-tolylthio) methyl]-1H-indole-3-carboxylate